4-{[2-(2-hydroxyethylamino)-ethyl]amino}anthracene-9,10-dione OCCNCCNC1=CC=CC=2C(C3=CC=CC=C3C(C12)=O)=O